ClC1=NC=C(C(=N1)N(CC1=CC=C(C=C1)C=1N(C=C(N1)C(F)(F)F)C)C)OC(C)C 2-chloro-5-isopropoxy-N-methyl-N-(4-(1-methyl-4-(trifluoromethyl)-1H-imidazol-2-yl)benzyl)pyrimidin-4-amine